2-chloropyrido[3,2-d]pyrimidin-6(5H)-one ClC=1N=CC2=C(N1)C=CC(N2)=O